CN1CC(CC1)C1CCNC=2N1N=C(C2C(=O)N)C2=CC=C1C=CC(=NC1=C2)C2=CC=CC=C2 7-(1-methylpyrrolidin-3-yl)-2-(2-phenylquinolin-7-yl)-4,5,6,7-tetrahydropyrazolo[1,5-a]pyrimidine-3-carboxamide